FC(C(O)OC)(C(F)(F)F)OC(C(OC(=C(F)F)F)(F)F)(F)F 2,3,3,3-tetrafluoro-1-methoxy-2-(1,1,2,2-tetrafluoro-2-(1,2,2-trifluorovinyloxy)ethoxy)propan-1-ol